(S)-2-(4-(5-Chloro-2-(1H-tetrazol-1-yl)phenyl)-5-methoxy-2-oxopyridin-1(2H)-yl)-N-(4-(dimethylphosphoryl)phenyl)-3-phenylpropanamide ClC=1C=CC(=C(C1)C1=CC(N(C=C1OC)[C@H](C(=O)NC1=CC=C(C=C1)P(=O)(C)C)CC1=CC=CC=C1)=O)N1N=NN=C1